[Sn].CC1(CN(CCO1)C1=NC=C(C=N1)C=O)C [2-(2,2-dimethylmorpholin-4-yl)pyrimidin-5-yl]methanone TIN